C(=C)C1=C2C=CNC2=CC=C1OC=1C=C(C(=N)N)C=CC1 3-((4-vinyl-1H-indol-5-yl)oxy)benzamidine